C1(=CC=CC=C1)N1N=C(N=N1)C1=CC=C(C=C1)N1C(NNC1=O)=O 4-[4-(2-phenyl-2H-tetrazol-5-yl)phenyl]-1,2,4-triazolidine-3,5-dione